2-(2,6-dioxopiperidin-3-yl)-4-hydroxy-6-(1H-pyrazol-5-yl)isoindoline-1,3-dione O=C1NC(CCC1N1C(C2=CC(=CC(=C2C1=O)O)C1=CC=NN1)=O)=O